3-bromo-5-methyl-6,8-dihydro-5H-pyrano[3,4-b]pyridine-5-carbonitrile BrC=1C=C2C(=NC1)COCC2(C#N)C